C(CCCCCCCCCCCC#C)OCCCOC1OCCCC1 2-(3-tetradec-13-ynoxypropoxy)tetrahydropyran